3-(1'-oxo-1',9'-dihydro-7'H-spiro[piperidin-4,8'-pyrano[3,2-e]isoindol]-2'(3'H)-yl)piperidine-2,6-dione O=C1N(CC=2C=CC3=C(C12)CC1(CO3)CCNCC1)C1C(NC(CC1)=O)=O